N-(benzyloxy)-5-((4-(4-(trifluoromethyl)phenyl)oxazol-2-yl)amino)pyrimidine-2-carboxamide C(C1=CC=CC=C1)ONC(=O)C1=NC=C(C=N1)NC=1OC=C(N1)C1=CC=C(C=C1)C(F)(F)F